C(C)(C)(C)OC(=O)NC=1SC2=C(N1)C(=CC=C2)C2=C(C=C1C(=NC(=NC1=C2F)S(=O)C)N2CCN(CC2)C(=O)OC(C)(C)C)Cl tert-butyl 4-(7-(2-((tert-butoxycarbonyl)amino)benzo[d]thiazol-4-yl)-6-chloro-8-fluoro-2-(methylsulfinyl)quinazolin-4-yl)piperazine-1-carboxylate